(R)-2-((1-(2-cyano-7-methyl-3-(((1-(trifluoromethyl)cyclopropyl)methyl)amino)quinoxalin-5-yl)ethyl)amino)benzoic acid C(#N)C1=NC2=CC(=CC(=C2N=C1NCC1(CC1)C(F)(F)F)[C@@H](C)NC1=C(C(=O)O)C=CC=C1)C